3-chloro-5-(((1-hydroxyeicosan-2-yl)oxy)methyl)benzonitrile ClC=1C=C(C#N)C=C(C1)COC(CO)CCCCCCCCCCCCCCCCCC